NC1=C2C(=NC=N1)N(N=C2C2=CC=C(C=C2)OC2=CC=CC=C2)C2CCN(CC2)CCN2CCC(CC2)CN2CCN(CC2)C=2C=C1C(N(C(C1=CC2)=O)C2C(NC(CC2)=O)=O)=O 5-(4-((1-(2-(4-(4-amino-3-(4-phenoxyphenyl)-1H-pyrazolo[3,4-d]pyrimidin-1-yl)piperidin-1-yl)ethyl)piperidin-4-yl)methyl)piperazin-1-yl)-2-(2,6-dioxopiperidin-3-yl)isoindoline-1,3-dione